3-(diphenylamino)-7,7-dimethyl-7H-benzo[de]anthracene-10-ol C1(=CC=CC=C1)N(C=1C=CC2=C3C1C=CC=C3C(C=3C=CC(=CC23)O)(C)C)C2=CC=CC=C2